C1(CC1)C1=NN(C=C1C1=NC=CC=C1N(C)C)[C@@H]1C[C@H](C1)CNC=1C=C2C(N(C(C2=CC1)=O)C1C(NC(CC1)=O)=O)=O 5-(((trans-3-(3-cyclopropyl-4-(3-(dimethylamino)pyridin-2-yl)-1H-pyrazol-1-yl)cyclobutyl)methyl)amino)-2-(2,6-dioxopiperidin-3-yl)isoindoline-1,3-dione